3-(tert-butylsulfinyl)aniline tert-butyl-5-nitro-3,4-dihydroisoquinoline-2(1H)-carboxylate C(C)(C)(C)OC(=O)N1CC2=CC=CC(=C2CC1)[N+](=O)[O-].C(C)(C)(C)S(=O)C=1C=C(N)C=CC1